C(C)OC1=CC(=C2C=NC=NC2=C1)C=1C=NC(=CC1)N1CCN(CC1)CC1=CC(=CC=C1)F 7-ethoxy-5-(6-(4-(3-fluorobenzyl)piperazin-1-yl)pyridin-3-yl)quinazoline